BrC1=C(C=C(C=C1)S(=O)(=O)N1[C@@H](CC(C1)(F)F)C(=O)N)C (S)-1-((4-bromo-3-methylphenyl)sulfonyl)-4,4-difluoropyrrolidine-2-carboxamide